4-bromo-1-((5,5-dimethyl-1,3-dioxan-2-yl)methyl)-1H-1,2,3-triazole BrC=1N=NN(C1)CC1OCC(CO1)(C)C